N-[[6-(4-chloro-2-fluoro-6-methoxy-phenyl)pyridazin-3-yl]methyl]tetrahydropyran-4-amine ClC1=CC(=C(C(=C1)OC)C1=CC=C(N=N1)CNC1CCOCC1)F